4-(methylsulfonyl)-benzamide CS(=O)(=O)C1=CC=C(C(=O)N)C=C1